CC1=C(C(=O)O)C(=CC(=N1)Cl)NC1CC1 methyl-6-chloro-4-(cyclopropylamino)nicotinic acid